N1C(=CC2=CC=CC=C12)C(=O)N1CC=2N(CC1)N=CC2C(=O)NC2(CC2)C=2C=C(C(=O)O)C=CC2 3-{1-[5-(1H-indole-2-carbonyl)-4H,5H,6H,7H-pyrazolo[1,5-a]pyrazine-3-amido]cyclopropyl}benzoic acid